(5-Amino-4-fluoro-3-methyl-2-(trifluoromethyl)phenyl)boric acid NC=1C(=C(C(=C(C1)OB(O)O)C(F)(F)F)C)F